ClC1=C2C(=NC=C1)COCC2 4-chloro-5,8-dihydro-6H-pyrano[3,4-b]pyridine